O=C(NNC(=O)OC(C)(C)C)CCOCCOCCOCCOCC#C tert-butyl 4-oxo-7,10,13,16-tetraoxa-2,3-diazanonadec-18-ynoate